C(C)(C)(C)OC(=O)N1N(C(C(=C1C1=C(C=CC(=C1)Br)[N+](=O)[O-])C1CCOCC1)=O)C 5-(5-bromo-2-nitrophenyl)-2-methyl-3-oxo-4-(tetrahydro-2H-pyran-4-yl)-2,3-dihydro-1H-pyrazole-1-carboxylic acid tert-butyl ester